FC1=CC=2N(C=C1)C(=CN2)C2=NC=C(C1=C2CNC1=O)NC1=NC=C(C=C1)N1CC(CCC1)(CN1CCOCC1)O 4-(7-fluoroimidazo[1,2-a]pyridin-3-yl)-7-((5-(3-hydroxy-3-(morpholino-methyl)piperidin-1-yl)pyridin-2-yl)amino)-2,3-dihydro-1H-pyrrolo[3,4-c]pyridin-1-one